2-(2,2-dibromovinyl)-1-nitrobenzene BrC(=CC1=C(C=CC=C1)[N+](=O)[O-])Br